NC1=NC2=CC=C(C=C2C=C1C)C(=O)N(CC1=NC=C(N=C1)C(F)(F)F)[C@H](C)C1=NC=C(C=C1)F 2-amino-N-((1R)-1-(5-fluoro-2-pyridinyl)ethyl)-3-methyl-N-((5-(trifluoromethyl)-2-pyrazinyl)methyl)-6-quinolinecarboxamide